[N+](=O)([O-])C1=C(C=CC=C1)C=O (2-nitrophenyl)methanone